CN(CCC1=C(C=CC(=N1)N)C1=COC=C1)C 6-(2-(dimethylamino)ethyl)-5-(furan-3-yl)pyridin-2-amine